Methyl (1R,4R)-4-(4-(((R)-1-(3-((tert-butoxycarbonyl)amino)-5-(trifluoromethyl)phenyl)ethyl)amino)-7-(2-methoxyethoxy)-2-methylquinazolin-6-yl)cyclohexane-1-carboxylate C(C)(C)(C)OC(=O)NC=1C=C(C=C(C1)C(F)(F)F)[C@@H](C)NC1=NC(=NC2=CC(=C(C=C12)C1CCC(CC1)C(=O)OC)OCCOC)C